methyl 5-(3,4-difluoro-2-methoxy-phenoxy)-2-(trifluoromethyl)pyridine-4-carboxylate Methyl-5-(3,4-difluoro-2-methoxy-phenoxy)-2-(trifluoromethyl)pyridine-4-carboxylate COC(=O)C1=CC(=NC=C1OC1=C(C(=C(C=C1)F)F)OC)C(F)(F)F.FC=1C(=C(OC=2C(=CC(=NC2)C(F)(F)F)C(=O)OC)C=CC1F)OC